2-methoxy-2-methyl-1-(3-methyldiethoxysilylpropyl)-1-aza-2-silacyclopentane CO[Si]1(N(CCC1)CCC[Si](OCC)(OCC)C)C